CN(CCNC1=NN(C2=C1C=NC(=C2)C=2C=NN1C2N=CC=C1)C1=C(C=C(C=N1)NS(=O)(=O)C1CC1)OC)C N-(6-(3-((2-(dimethylamino)ethyl)amino)-6-(pyrazolo[1,5-a]pyrimidin-3-yl)-1H-pyrazolo[4,3-c]pyridin-1-yl)-5-methoxypyridin-3-yl)cyclopropanesulfonamide